tert-butyldimethyl-((2-(trifluoromethoxy)-5-vinylbenzyl)oxy)silane C(C)(C)(C)[Si](OCC1=C(C=CC(=C1)C=C)OC(F)(F)F)(C)C